6-propionyl-L-lysine C(CC)(=O)C(CCC[C@H](N)C(=O)O)N